C(C)(C)(C)OC(=O)N1C(CC1)C(NC=1C=NC(=CC1)C(C)=O)=O ((6-Acetylpyridin-3-yl)carbamoyl)azetidine-1-carboxylic acid tert-butyl ester